2,2-diethyl-6-[3-(2-methoxyphenyl)-1,2,4-oxadiazol-5-yl]chroman-4-one C(C)C1(OC2=CC=C(C=C2C(C1)=O)C1=NC(=NO1)C1=C(C=CC=C1)OC)CC